Cl.Cl.ClC1=CC=C(C[C@@H]2N(CC(C2)(F)F)C2CCN(CC2)C=2NC(=NN2)N)C=C1 (S)-5-(4-(2-(4-chlorobenzyl)-4,4-difluoropyrrolidin-1-yl)piperidin-1-yl)-4H-1,2,4-triazol-3-amine dihydrochloride